C12(CCC(C1)C2)NC(CN2C(C(=CC=C2)NC([C@H](CCC(C(=O)NC)=O)NC(=O)C2=NC=CC1=CN=CC=C21)=O)=O)=O (S)-N1-(1-(2-(Bicyclo[2.1.1]hexan-1-ylamino)-2-oxoethyl)-2-oxo-1,2-dihydropyridin-3-yl)-N6-methyl-2-(2,6-naphthyridin-1-carboxamido)-5-oxohexandiamid